1-(2-(3,8-diazabicyclo[3.2.1]octan-8-yl)-7,8-dihydro-1,6-naphthyridin-6(5H)-yl)-2-phenoxyethan-1-one C12CNCC(CC1)N2C2=NC=1CCN(CC1C=C2)C(COC2=CC=CC=C2)=O